The molecule is a nucleoside found in tRNA that has an additional cyclopentenyl ring added via an NH group to the methyl group of 7-methyl-7-deazaguanosine. The cyclopentenyl ring may carry other substituents. C1=C[C@@H]([C@@H]([C@H]1NCC2=CN(C3=C2C(=O)NC(=N3)N)[C@H]4[C@@H]([C@@H]([C@H](O4)CO)O)O)O)O